COC1=C(C=NN1C=1C=NN(C1)[C@H]1COCCC1)C1=NN(C2=CN=C(C=C21)NC(=O)C2CC2)C (R)-N-(3-(5-methoxy-1'-(tetrahydro-2H-pyran-3-yl)-1'H-[1,4'-bipyrazol]-4-yl)-1-methyl-1H-pyrazolo[3,4-c]pyridin-5-yl)cyclopropanecarboxamide